2-((2s,4r)-4-methyl-2-phenylpiperidin-1-yl)-N-((Z)-3-(methylsulfonyl)allyl)acetamide C[C@H]1C[C@H](N(CC1)CC(=O)NC\C=C/S(=O)(=O)C)C1=CC=CC=C1